FC(OC=1C=C(C(=O)NN)C=CC1)(F)F 3-(trifluoromethoxy)benzoyl-hydrazine